(2,8-dimethylimidazo[1,2-b]pyridazin-6-yl)-4H-pyrido[1,2-a]pyrimidin-4-one CC=1N=C2N(N=C(C=C2C)C=2N=C3N(C(C2)=O)C=CC=C3)C1